FC=1C=C(C=CC1C1CCN(CC1)C[C@@H]1CC[C@H](CC1)C(=O)N1CCC(CC1)NC1=NC=C(C(=N1)C1=CC(=CC=C1)N1C(COCC1)=O)F)NC1C(NC(CC1)=O)=O 3-((3-fluoro-4-(1-(((trans)-4-(4-((5-fluoro-4-(3-(3-oxomorpholino)phenyl)pyrimidin-2-yl)amino)piperidine-1-carbonyl)cyclohexyl)methyl)piperidin-4-yl)phenyl)amino)piperidine-2,6-dione